[2H]C1(C(C1([2H])[2H])([2H])[2H])C(=O)O 1,2,2,3,3-pentadeuteriocyclopropanecarboxylic acid